C(C)OC=1C=C2CCN3C(C2=CC1)=C\C(\N(C3=O)CCNC(=O)C3=C(N=NN3C)O)=N/C3=C(C=C(C=C3C)C)C (E)-N-(2-(9-ethoxy-2-(mesitylimino)-4-oxo-6,7-dihydro-2H-pyrimido[6,1-a]isoquinolin-3(4H)-yl)ethyl)-4-hydroxy-1-methyl-1H-1,2,3-triazole-5-carboxamide